ClC1=CC=C(N=N1)CN1N=CC(=C1)NC(OC(C)(C)C)=O tert-butyl (1-((6-chloropyridazin-3-yl)methyl)-1H-pyrazol-4-yl)carbamate